N-(2-chloro-8-(1-methoxyethyl)imidazo[1,2-b]pyridazin-7-yl)-N'-(5-cyanopyridin-3-yl)urea ClC=1N=C2N(N=CC(=C2C(C)OC)NC(=O)NC=2C=NC=C(C2)C#N)C1